CN1CCC(CC1)C#N 1-Methylpiperidine-4-carbonitrile